C1(CC1)[C@@H]1NC2=C(C(N(C=3C=CC(=CC23)NC2=NC(=NC=C2Cl)Cl)C)=O)OCC1(F)F (S)-2-cyclopropyl-10-((2,5-dichloropyrimidin-4-yl)amino)-3,3-difluoro-7-methyl-1,2,3,4-tetrahydro[1,4]oxazepino[2,3-c]quinolin-6(7H)-one